methyl 2-[4-chloro-7-[[2-[[(1R)-2,2-dimethyl-1-(5-methyl-2-furyl)propyl] amino]-3,4-dioxo-cyclobuten-1-yl] amino]-1-oxo-isoindolin-2-yl]benzoate ClC1=C2CN(C(C2=C(C=C1)NC1=C(C(C1=O)=O)N[C@H](C(C)(C)C)C=1OC(=CC1)C)=O)C1=C(C(=O)OC)C=CC=C1